8-[(2-{α-D-mannopyranosyl-(1->3)-[α-D-mannopyranosyl-(1->6)]-α-D-mannopyranosyl}ethyl)carbamoyl]-4,10,17,21-tetraoxo-3,9,16,19,22-pentaazaoctacosan-28-oate [C@H]1([C@@H](O)[C@@H](O)[C@H](O)[C@H](O1)CO)O[C@@H]1[C@@H]([C@H](O[C@@H]([C@H]1O)CO[C@@H]1[C@@H](O)[C@@H](O)[C@H](O)[C@H](O1)CO)CCNC(=O)C(CCCC(NCC)=O)NC(CCCCCNC(CNCC(NCCCCCC(=O)[O-])=O)=O)=O)O